(1R,3S)-3-(3-((6-methoxy-3-methylpyrazin-2-yl)amino)-1-tosyl-1H-pyrazol-5-yl)cyclopentyl (1-methylcyclopropyl)carbamate CC1(CC1)NC(O[C@H]1C[C@H](CC1)C1=CC(=NN1S(=O)(=O)C1=CC=C(C)C=C1)NC1=NC(=CN=C1C)OC)=O